N-(5-acetyl-1-methyl-4,5,6,7-tetrahydro-1H-pyrazolo[4,3-c]pyridin-3-yl)-N-(2-cyclopropyl-4-iodo-5-methylphenyl)but-2-ynamide C(C)(=O)N1CC2=C(CC1)N(N=C2N(C(C#CC)=O)C2=C(C=C(C(=C2)C)I)C2CC2)C